5-(8-(7,7-difluoro-5-oxa-2-azaspiro[3.4]octan-2-yl)imidazo[1,2-b]pyridazin-6-yl)pyrimidine-2,4(1H,3H)-dione FC1(COC2(CN(C2)C=2C=3N(N=C(C2)C=2C(NC(NC2)=O)=O)C=CN3)C1)F